(Z)-2-Methyl-2-(5-methyl-3-((1-(5-(4-Methylpyridin-3-yl)-2-oxo-1H-pyrrolo[2,3-c]pyridin-3(2H)-ylidene)ethyl)amino)-1H-pyrazol-1-yl)propanenitrile CC(C#N)(C)N1N=C(C=C1C)N\C(\C)=C\1/C(NC2=CN=C(C=C21)C=2C=NC=CC2C)=O